COC(CC(CCCCCCCCCCC(=O)OC)[N+](=O)[O-])=O 3-nitro-tetradecanedioic acid dimethyl ester